C(C1=CC=CC=C1)NC(=O)C=1C(=NN(C1)C=1SC=CN1)C(F)(F)F N-benzyl-1-(thiazol-2-yl)-3-(trifluoromethyl)-1H-pyrazole-4-carboxamide